O1CC(CC1)CN1N=C2C=NC=CC2=C1 2-((tetrahydro-furan-3-yl)methyl)-2H-pyrazolo[3,4-c]pyridine